ClC1=C(C=2N=C(N=CC2C(=N1)N1[C@H]([C@H](CC1)O)C)SC)F (2S,3S)-1-[7-chloro-8-fluoro-2-(methylsulfanyl)pyrido[4,3-d]pyrimidin-5-yl]-2-methylpyrrolidin-3-ol